NC1=C2C(=NC=N1)N(N=C2C2=CC(=C(C=C2)NC(=O)NC2=CC(=NO2)C(C)(C)C)F)C2CCN(CC2)C2COC2 1-(4-(4-AMINO-1-(1-(OXETAN-3-YL)PIPERIDIN-4-YL)-1H-PYRAZOLO[3,4-D]PYRIMIDIN-3-YL)-2-FLUOROPHENYL)-3-(3-(TERT-BUTYL)ISOXAZOL-5-YL)UREA